1-bromo-6-fluoronaphthalene BrC1=CC=CC2=CC(=CC=C12)F